C1(CCCC1)S(=O)(=O)N1CCC(CC1)CC1=CC=2N(C=C1)N=CC2N2C(NC(CC2)=O)=O 1-(5-((1-(cyclopentylsulfonyl)piperidin-4-yl)methyl)pyrazolo[1,5-a]pyridin-3-yl)dihydropyrimidine-2,4(1H,3H)-dione